4-(oxetan-3-yloxy)-N-[(1R,3S)-3-([1,2,4]triazolo[4,3-a]pyridin-3-yl)cyclohexyl]-5-(trifluoromethylsulfanyl)pyrimidin-2-amine O1CC(C1)OC1=NC(=NC=C1SC(F)(F)F)N[C@H]1C[C@H](CCC1)C1=NN=C2N1C=CC=C2